FC(C=1C=C(C=C(C1)C(F)(F)F)P)(F)F (3,5-bis(trifluoromethyl)phenyl)phosphine